2-(4-chlorophenyl)-1-ethoxymethyl-5-trifluoromethyl-pyrrole-3-nitrile ClC1=CC=C(C=C1)C=1N(C(=CC1C#N)C(F)(F)F)COCC